COC=1C=C(C=CC1OCC1=CC=C(C=C1)OC)CC=1C(=NC(=NC1)N)N 5-[[3-methoxy-4-[(4-methoxyphenyl)methoxy]-phenyl]methyl]pyrimidine-2,4-diamine